6-bromo-1-heptene BrC(CCCC=C)C